ClC1=CC=C(C=C1)[C@]1(CC[C@H]2N(CCN(C2)C(=O)C2=C(C(=CC=C2)C2=C(C=NN2)C)Cl)C1)O [(7S,9aR)-7-(4-chlorophenyl)-7-hydroxy-3,4,6,8,9,9a-hexahydro-1H-pyrido[1,2-a]pyrazin-2-yl]-[2-chloro-3-(4-methyl-1H-pyrazol-5-yl)phenyl]methanone